OC1C(N(CCC1)C(=O)C=1C=C2N=CC=NC2=CC1)C (±)-(3-Hydroxy-methyl-piperidin-1-yl)-quinoxalin-6-yl-methanone